methyl (R)-3-amino-6-(pent-4-en-2-yloxy)-5-(trifluoromethyl)picolinate NC=1C(=NC(=C(C1)C(F)(F)F)O[C@H](C)CC=C)C(=O)OC